{[(4-chlorophenyl)methyl]amino}-N-(4-{[4-(2-hydroxy-2-methylpropyl)piperazinyl]methyl}phenyl)carboxamide ClC1=CC=C(C=C1)CNC(=O)NC1=CC=C(C=C1)CN1CCN(CC1)CC(C)(C)O